COC(=O)C(CCCCCCCC)C Decane-9-carboxylic acid methyl ester